1H-PYRROLO[2,3-E]PYRIDINE-3-CARBOXALDEHYDE N1C=C(C2=C1C=CC=N2)C=O